N-(tert-butyl)-2-methyl-5-phenyloxazole-4-carboxamide C(C)(C)(C)NC(=O)C=1N=C(OC1C1=CC=CC=C1)C